rac-(1s,2s,3r,5r)-3-((6-(4-(benzyloxy)-6-chloropyridin-3-yl)pyridazin-3-yl)oxy)-2-fluoro-8-azabicyclo[3.2.1]octane-8-carboxylic acid tert-butyl ester C(C)(C)(C)OC(=O)N1[C@@H]2[C@@H]([C@@H](C[C@H]1CC2)OC=2N=NC(=CC2)C=2C=NC(=CC2OCC2=CC=CC=C2)Cl)F |r|